1-(tert-butoxycarbonyl)-4-fluoropiperidin C(C)(C)(C)OC(=O)N1CCC(CC1)F